N1=C(C=CC=C1)C=1C=NC(=CC1)OCCN1C=NC2=C1C=CC=C2 1-(2-([2,3'-bipyridin]-6'-yloxy)ethyl)-1H-benzo[d]imidazole